C(CCCCCCCCCCCCCCCCCCCCC)(=O)[O-].[Al+3].C(CCCCCCCCCCCCCCCCCCCCC)(=O)[O-].C(CCCCCCCCCCCCCCCCCCCCC)(=O)[O-] Aluminium behenat